4,5-dihydro-3-methyl-1H-benzo[g]Indole CC1=CNC=2C3=C(CCC12)C=CC=C3